aspartic acid-N,N-diacetic acid C(CN([C@@H](CC(=O)O)C(=O)O)CC(=O)O)(=O)O